N1-cyclopropyl-N2,N2-dimethylethane-1,2-diamine dihydrochloride Cl.Cl.C1(CC1)NCCN(C)C